C1(CC1)N(C1CCC(CC1)N)C1=CC=CC=C1 N-Cyclopropyl-N-phenylcyclohexane-1,4-diamine